CNC(ON1C(CCC1=O)=O)=O 2,5-dioxopyrrolidin-1-yl N-methylcarbamate